COC1=CC=C(C=C1)C1=CN=C2N1C=CN=C2NC2=CC(=C(C(=O)NCCOCCN1CC3(COC3)C1)C=C2)C 4-[[3-(4-methoxyphenyl)imidazo[1,2-a]pyrazin-8-yl]amino]-2-methyl-N-[2-[2-(2-oxa-6-azaspiro[3.3]heptan-6-yl)ethoxy]ethyl]benzamide